(S)-7-((3S,5R)-4-acryloyl-3,5-dimethylpiperazin-1-yl)-3-(methoxymethyl)-10-(5-methylthiophen-2-yl)-9-(trifluoromethyl)-2H-[1,4]thiazino[2,3,4-ij]quinazolin-5(3H)-one C(C=C)(=O)N1[C@H](CN(C[C@H]1C)C1=NC(N2C3=C(C(=C(C=C13)C(F)(F)F)C=1SC(=CC1)C)SC[C@@H]2COC)=O)C